tert-butyl 4-(7-((7-cyclobutoxy-4-oxo-3,4-dihydrophthalazin-1-yl)methyl)benzo[d]isoxazol-3-yl)piperazine-1-carboxylate C1(CCC1)OC1=CC=C2C(NN=C(C2=C1)CC1=CC=CC=2C(=NOC21)N2CCN(CC2)C(=O)OC(C)(C)C)=O